O=C1N(CCC(N1)=O)C1=CC=C(C(=O)O)C=C1 4-(2,4-dioxo-tetrahydropyrimidin-1(2H)-yl)benzoic acid